C(CC)C1OC(OC1C)=O 4-propyl-5-methyl-1,3-dioxolan-2-one